1H-pyrazole-4-formate N1N=CC(=C1)C(=O)[O-]